ClC1=C(C=CC(=C1)F)C1(CC1)C1=NOC(=N1)C1=NN(C(=C1)C(F)F)CC(=O)N1C[C@H](CC1)OC (S)-2-(3-(3-(1-(2-chloro-4-fluorophenyl)cyclopropyl)-1,2,4-oxadiazol-5-yl)-5-(difluoromethyl)-1H-pyrazol-1-yl)-1-(3-methoxypyrrolidin-1-yl)ethan-1-one